1,3-thiazole-2-carboxamide S1C(=NC=C1)C(=O)N